6-Azaspiro[3.4]octan-2-one C1C(CC12CNCC2)=O